CS(=O)(=O)NC=1C=C2C3(CN(C2=CC1)C(=O)C=1C=C(C=CC1)S(=O)(=O)NC1(COCC1)C)CCC1(CC3)CC1 3-(5''-(methylsulfonamido)dispiro[cyclopropane-1,1'-cyclohexane-4',3''-indoline]-1''-carbonyl)-N-(3-methyltetrahydrofuran-3-yl)benzenesulfonamide